(S)-(5-(1-(difluoromethyl)-1H-pyrazol-3-yl)-1,3,4-oxadiazol-2-yl)(4-(4-(difluoromethyl)pyrazolo[1,5-a]pyridin-2-yl)-6,7-dihydro-1H-imidazo[4,5-c]pyridin-5(4H)-yl)methanone FC(N1N=C(C=C1)C1=NN=C(O1)C(=O)N1[C@@H](C2=C(CC1)NC=N2)C2=NN1C(C(=CC=C1)C(F)F)=C2)F